C1(CC1)S(=O)(=O)N1CCC(CC1)COC=1CN(C(=CC1)CN1CC2=CC=C(C=C2C1)F)C([2H])([2H])[2H] 3-((1-(cyclopropylsulfonyl)piperidin-4-yl)methoxy)-6-((5-fluoroisoindolin-2-yl)methyl)-1-(methyl-d3)pyridin